Methyl 2-methyl-5-(2-(trifluoromethyl) thiazol-5-yl)-2H-1,2,6-thiadiazine-3-carboxylate 1,1-dioxide CN1S(N=C(C=C1C(=O)OC)C1=CN=C(S1)C(F)(F)F)(=O)=O